BrC1=C(C=C(C=C1)C=1NC(C2=C(N1)CCSC2)=O)C(C)(C)O 2-(4-bromo-3-(2-hydroxypropan-2-yl)phenyl)-3,5,7,8-tetrahydro-4H-thiopyrano[4,3-d]pyrimidin-4-one